Cl.Cl.COC(COC=1C=C(C=2N(C1)N=CC2C#N)C=2C=NC(=CC2)N2CCNCC2)(C)C 6-(2-methoxy-2-methylpropoxy)-4-(6-(piperazin-1-yl)pyridin-3-yl)pyrazolo[1,5-a]pyridine-3-carbonitrile dihydrochloride